NC=1C2=C(N=CN1)N(C(=C2C2=CC=C(C=C2)OC2=CC=CC=C2)C#CC2CCN(CC2)C(=O)OC(C)(C)C)C(CO)C tert-butyl 4-{2-[4-amino-7-(1-hydroxypropan-2-yl)-5-(4-phenoxyphenyl)-7H-pyrrolo[2,3-d]pyrimidin-6-yl]ethynyl}piperidine-1-carboxylate